COC1=C2C(=NN(C2=CC=C1COC)C)N 4-Methoxy-5-(methoxymethyl)-1-methyl-1H-indazol-3-amine